1-(4-(2-((5-ethylthiazolo[5,4-b]pyridin-2-yl)amino)pyridin-4-yl)piperazin-1-yl)-2-methoxyethanone C(C)C1=CC=C2C(=N1)SC(=N2)NC2=NC=CC(=C2)N2CCN(CC2)C(COC)=O